2-bromo-1-(2,4-difluorophenoxy)-4-nitrobenzene BrC1=C(C=CC(=C1)[N+](=O)[O-])OC1=C(C=C(C=C1)F)F